(2,7-dimethyl-3-(1-methyl-1H-indol-5-yl)-2,4,5,7-tetrahydro-6H-pyrazolo[3,4-c]pyridin-6-yl)(quinolin-6-yl)methanone CN1N=C2C(N(CCC2=C1C=1C=C2C=CN(C2=CC1)C)C(=O)C=1C=C2C=CC=NC2=CC1)C